(R)-2-chloro-N-(6-(dimethylamino)pyridazin-4-yl)-8-methyl-8-(trifluoromethyl)-7,8-dihydro-6H-pyrazolo[1,5-a]pyrrolo[2,3-e]pyrimidine-6-carboxamide ClC1=NN2C(N=CC3=C2[C@@](CN3C(=O)NC3=CN=NC(=C3)N(C)C)(C(F)(F)F)C)=C1